O(C1=CC=CC=C1)C1=CC=C(C=C1)C=1N=C2N(NCCC2C2CCNCC2)C1C(=O)N 2-(4-phenoxyphenyl)-8-(piperidin-4-yl)-5,6,7,8-tetrahydroimidazo[1,2-b]pyridazine-3-carboxamide